C(C)OC(=O)C1=C(C=2C(=NC=C(C2S1)Br)OC)C=O 7-bromo-3-formyl-4-methoxythieno[3,2-c]pyridine-2-carboxylic acid ethyl ester